6'-oxo-1',6'-dihydro-[2,4'-bipyrimidin] O=C1C=C(N=CN1)C1=NC=CC=N1